uroporphyrin III C1=C2C(=C(C(=CC3=NC(=CC4=NC(=CC5=C(C(=C1N5)CCC(=O)O)CC(=O)O)C(=C4CCC(=O)O)CC(=O)O)C(=C3CCC(=O)O)CC(=O)O)N2)CC(=O)O)CCC(=O)O